N1CC(CCC1)C1=NN(C=C1)C1=NC(=NC=C1)C1=CN=C2N1C=C(N=C2)C(F)(F)F 3-(4-(3-(piperidin-3-yl)-1H-pyrazol-1-yl)pyrimidin-2-yl)-6-(trifluoromethyl)imidazo[1,2-a]pyrazine